(R)-1-(N-((1S,2R)-2-(6-fluoro-2,3-dimethylphenyl)-1-(5-oxo-4,5-dihydro-1,3,4-oxadiazol-2-yl)propyl)sulfamoyl)piperidine-2-carboxamide FC1=CC=C(C(=C1[C@H]([C@@H](C=1OC(NN1)=O)NS(=O)(=O)N1[C@H](CCCC1)C(=O)N)C)C)C